ClC1=C(C=O)C=CC(=C1)OC1=C(C=CC=C1)F 2-chloro-4-(2-fluorophenoxy)benzaldehyde